(R)-5-(4-fluoro-1-isopropyl-2-methyl-1H-benzo[d]imidazol-6-yl)-N-(1,1,1-trifluoropropan-2-yl)pyrrolo[2,1-f][1,2,4]triazin-2-amine FC1=CC(=CC=2N(C(=NC21)C)C(C)C)C=2C=CN1N=C(N=CC12)N[C@@H](C(F)(F)F)C